ClC=1C(=NC(=NC1)NC1=C(C=C2CCN(CC2=C1)C)OC)N1CCC2=NC=CC=C21 N-(5-chloro-4-(2,3-dihydro-1H-pyrrolo[3,2-b]pyridin-1-yl)pyrimidin-2-yl)-6-methoxy-2-methyl-1,2,3,4-tetrahydroisoquinolin-7-amine